4-bromo-5-nitro-1-(prop-2-yl)benzo[d][1,2,3]triazole BrC1=C(C=CC=2N(N=NC21)C(C)C)[N+](=O)[O-]